rel-3-(5-(difluoromethyl)-1,3,4-thiadiazol-2-yl)-8-((1S,9aR)-1-(hydroxymethyl)hexahydropyrazino[2,1-c][1,4]oxazin-8(1H)-yl)-N-(1-methylcyclopropyl)imidazo[1,2-a]pyridine-6-sulfonamide FC(C1=NN=C(S1)C1=CN=C2N1C=C(C=C2N2C[C@@H]1[C@H](OCCN1CC2)CO)S(=O)(=O)NC2(CC2)C)F |o1:18,19|